Cl.ClC1=CC=C(C=C1)NC1N(C(=NC(=N1)N)N1CCOCC1)C1=CC=C(C=C1)CC N-(4-Chlorophenyl)-N1-(4-ethylphenyl)-6-morpholin-4-yl-[1,3,5]triazine-2,4-diamine hydrochloride